sodium propyloxypropyl thiosulphate S(=S)(=O)(OCCCOCCC)[O-].[Na+]